C(C)(=O)OCC1(CN(CC1)C=1C=NC=C(C1)C(F)(F)F)NC(CC1=CC=C(C=C1)C1CC1)=O (3-(2-(4-cyclopropylphenyl)acetamido)-1-(5-(trifluoromethyl)pyridin-3-yl)pyrrolidin-3-yl)methyl (S)-acetate